C(C(=C)CC(=O)O)(=O)O Itaconic acid